C1(CCC(=CC1)CCNC(C1=NC=CC=C1)=O)C1=CC=CC=C1 N-(2-(1,2,3,6-tetrahydro-[1,1'-biphenyl]-4-yl)ethyl)picolinamide